C(C)C1C(=O)OC(C(C1)CC)=O 2,4-diethylglutaric anhydride